CSC1=NSC(=N1)N 3-(methylthio)-1,2,4-thiadiazole-5-amine